methyl (E)-3-(4-methylphenyl)sulfonyloxy-2-[(2-methylpropan-2-yl)oxycarbonylamino]-3-[1-(oxan-2-yl)indazol-4-yl]prop-2-enoate CC1=CC=C(C=C1)S(=O)(=O)O/C(=C(\C(=O)OC)/NC(=O)OC(C)(C)C)/C1=C2C=NN(C2=CC=C1)C1OCCCC1